1-(5-(3-(6-(4-isopropyl-4H-1,2,4-triazol-3-yl)pyridin-2-yl)-2-oxoimidazolidin-1-yl)pyridin-2-yl)-N-methylazetidine-3-carboxamide C(C)(C)N1C(=NN=C1)C1=CC=CC(=N1)N1C(N(CC1)C=1C=CC(=NC1)N1CC(C1)C(=O)NC)=O